ClC=1C(=NC=CC1)N1N=C(CC1C(=O)[O-])OS(=O)(=O)C(F)(F)F 1-(3-chloropyridin-2-yl)-3-(((trifluoromethyl)sulfonyl)oxy)-4,5-dihydro-1H-pyrazole-5-carboxylate